N-(6-chloro-4,5-dimethyl-pyridazin-3-yl)-5-fluoro-1,3-benzothiazol-2-amine ClC1=C(C(=C(N=N1)NC=1SC2=C(N1)C=C(C=C2)F)C)C